6-methyl-5-(2-((1-methylpiperidin-4-yl)oxy)pyridin-4-yl)-2,3-dihydro-1H-inden-4-amine CC=1C(=C(C=2CCCC2C1)N)C1=CC(=NC=C1)OC1CCN(CC1)C